CN(C(/C=C/CC[C@H](C(=O)NC=1C(N(C=CC1)CC1=NC2=C(N1)C(=CC(=C2)F)CCC(F)(F)F)=O)CN(C([O-])=O)C)=O)C (S,E)-7-(Dimethylamino)-1-((1-((5-fluoro-7-(3,3,3-trifluoropropyl)-1H-benzo[d]imidazol-2-yl)methyl)-2-oxo-1,2-dihydropyridin-3-yl)amino)-1,7-dioxohept-5-en-2-yl-dimethylcarbamat